Tert-butyl (3-(6-decylbenzo[d]oxazol-2-yl)propyl)carbamate C(CCCCCCCCC)C1=CC2=C(N=C(O2)CCCNC(OC(C)(C)C)=O)C=C1